N-{3-fluoro-5-[(3R)-3-fluoropyrrolidin-1-yl]pyridin-2-yl}-2-[(1-methyl-1H-1,2,3,4-tetrazol-5-yl)sulfanyl]-5-nitrobenzamide FC=1C(=NC=C(C1)N1C[C@@H](CC1)F)NC(C1=C(C=CC(=C1)[N+](=O)[O-])SC1=NN=NN1C)=O